N=1N=CN(C1)C1=CC(=C2C=NNC2=C1)NCCNCCCCNCC1=CC(=C(C=C1)OC(F)(F)F)Cl N1-(2-((6-(4H-1,2,4-triazol-4-yl)-1H-indazol-4-yl)amino)ethyl)-N4-(3-chloro-4-(trifluoromethoxy)benzyl)butane-1,4-diamine